[Pt+2].C(C)[Si](C(C(=O)C1=CC=CC=C1)C(=O)CCCC)(OC)OC.C(C)[Si](C(C(=O)C1=CC=CC=C1)C(=O)CCCC)(OC)OC bis[2-(ethyldimethoxysilyl)1-phenyl-3-butyl-1,3-propanedione] platinum (II)